1-{N-[2-(2-oxo-1-pyrrolidinyl)ethyl]-2-aminobenzo[d]thiazol-5-yl}-3-(4-chlorophenyl)urea O=C1N(CCC1)CCN1C(SC2=C1C=C(C=C2)NC(=O)NC2=CC=C(C=C2)Cl)N